C(#N)C1(CCCCC1)C1=CC=C(C=C1)N1C(C2=CC=CC=C2[C@@H]([C@H]1C1=CC2=C(OCCO2)C=C1)C(=O)O)=O |o1:22,23| (3S,4S) or (3R,4R)-2-[4-(1-cyanocyclohexyl)phenyl]-3-(2,3-dihydro-1,4-benzodioxin-6-yl)-1-oxo-1,2,3,4-tetrahydroisoquinoline-4-carboxylic acid